1-naphthalene-carboxamide C1(=CC=CC2=CC=CC=C12)C(=O)N